C(C1=CC=CC=C1)OC(=O)N1C(OC([C@@H]1C)=O)C1=CC=CC=C1 (4S)-4-methyl-5-oxo-2-phenyloxazolidine-3-carboxylic acid benzyl ester